2-Fluorobenzyl (S)-3-cyclopropyl-2-(2-((S)-1-(2,3-difluorobenzyl)-5-oxopyrrolidin-2-yl)acetamido)propanoate C1(CC1)C[C@@H](C(=O)OCC1=C(C=CC=C1)F)NC(C[C@H]1N(C(CC1)=O)CC1=C(C(=CC=C1)F)F)=O